3,3,4,4,5,5,6,6,7,7,8,8,9,9,10,10,11,12,12,12-eicosafluoro-11-(trifluoromethyl)dodecyl methacrylate C(C(=C)C)(=O)OCCC(C(C(C(C(C(C(C(C(C(F)(F)F)(C(F)(F)F)F)(F)F)(F)F)(F)F)(F)F)(F)F)(F)F)(F)F)(F)F